4-(1-piperidinyl)-3-(1H-pyrazol-5-yl)-1H-pyrrolo[2,3-b]pyridine N1(CCCCC1)C1=C2C(=NC=C1)NC=C2C2=CC=NN2